NC1=NC(=C2C(=N1)N(N=C2)CC2=C(C=CC=C2F)F)C2=CC(=NC=C2)C#N 4-[6-amino-1-[(2,6-difluorophenyl)methyl]pyrazolo[3,4-d]pyrimidin-4-yl]pyridine-2-carbonitrile